4-[2-(2-amino-4,7-dihydro-4-oxo-1H-pyrrolo[2,3-D]pyrimidin-5-yl)ethyl]benzoic acid NC1=NC(C2=C(N1)NC=C2CCC2=CC=C(C(=O)O)C=C2)=O